CC(C)=CCC[C@@H](C)[C@H]1CC[C@H]2[C@@H]3CC=C4C[C@H](CC[C@]4(C)[C@H]3CC[C@]12C)O 5,24-cholestadien-3β-ol